CC1(CC1)N1C=C(C(=CC1=O)C(=O)OC)C(=O)OC Dimethyl 1-(1-methylcyclopropyl)-6-oxo-1,6-dihydropyridine-3,4-dicarboxylate